2,2'-azobis-(isobutyramide) dihydrate O.O.N(=NC(C(=O)N)(C)C)C(C(=O)N)(C)C